potassium N-stearyl-L-aspartate C(CCCCCCCCCCCCCCCCC)N[C@@H](CC(=O)[O-])C(=O)[O-].[K+].[K+]